FC1=CC=C(OCC2=COC3=C(C2=O)C=CC=C3)C=C1 3-((4-fluorophenoxy)methyl)-4H-benzopyran-4-one